7-chloro-6-fluoro-1,4-dihydro-4-oxoquinoline-3-carboxylic acid ethyl ester C(C)OC(=O)C1=CNC2=CC(=C(C=C2C1=O)F)Cl